FC(C(=C(C)F)F)F 1,1,2,3-Tetrafluoro-2-butene